1-[3-({5-[2-(dimethylamino)ethoxy]pyridin-3-yl}amino)-5,5-dimethyl-5H-chromeno[3,4-d]pyrimidin-8-yl]pyrrolidin-2-one CN(CCOC=1C=C(C=NC1)NC1=NC=C2C(=N1)C(OC=1C=C(C=CC12)N1C(CCC1)=O)(C)C)C